ClC1=CC2=C(C(=CS2)S(=O)(=O)NC2=NC(=C(C=C2F)CC#N)OC)C=C1 6-chloro-N-[5-(cyanomethyl)-3-fluoro-6-methoxypyridin-2-yl]-1-benzothiophene-3-sulfonamide